COC1=NC=CC=2N=CN=C(C21)O 5-methoxypyrido[4,3-d]pyrimidin-4-ol